C1(CC1)SC(NCC=O)=S 2-oxoethyl-dithiocarbamic acid cyclopropyl ester